FC=1C(=CC2=C(N=CS2)C1)C(C)O 1-(5-fluorobenzo[d]thiazol-6-yl)ethan-1-ol